2-methyl-1-(4-{2-[5-(propan-2-yloxy)-1H-indazol-3-yl]pyrimidin-4-yl}-1H-pyrazol-1-yl)propan-2-ol CC(CN1N=CC(=C1)C1=NC(=NC=C1)C1=NNC2=CC=C(C=C12)OC(C)C)(C)O